OC1=C(C(=C(C#N)C=C1OC)C=1OC(=CC1)C)C#N 4-hydroxy-5-methoxy-2-(5-methylfuran-2-yl)isophthalonitrile